(R)-N-(7-(4-fluorobenzoyl)-8-methyl-3-(3-methyl-1,2,4-thiadiazol-5-yl)-5,6,7,8-Tetrahydroimidazo[1,5-a]pyrazin-1-yl)-2-(dimethylamino)acetamide FC1=CC=C(C(=O)N2[C@@H](C=3N(CC2)C(=NC3NC(CN(C)C)=O)C3=NC(=NS3)C)C)C=C1